FNC1=CC(=CC=C1)Br fluoro-3-bromoaniline